C1(CC1)C(=O)NC1=CC=C(C=N1)N1C=NC2=C1C=C(C=C2C)C(=O)N(C)C2=CC=C(C=C2)F 3-[6-(cyclopropanecarbonylamino)-3-pyridyl]-N-(4-fluorophenyl)-N,7-dimethyl-benzimidazole-5-carboxamide